(5-bromo-2,4-difluorophenyl)-2-(4-((6,7-dimethoxyquinazolin-4-yl)oxy)-2,6-difluorophenyl)-2-oxoacetamide BrC=1C(=CC(=C(C1)NC(C(=O)C1=C(C=C(C=C1F)OC1=NC=NC2=CC(=C(C=C12)OC)OC)F)=O)F)F